C12(CC(C1)C2)NC(=O)NCC2=CC(=CC=C2)C(F)(F)F 1-Bicyclo[1.1.1]pent-1-yl-3-(3-trifluoromethyl-benzyl)-urea